N-tert-butyl-N'-isopropylacetamidine C(C)(C)(C)NC(C)=NC(C)C